Isobutyl (E)-3-(1-(3,5-bis(trifluoromethyl)benzyl)-1H-pyrrolo[2,3-b]pyridin-3-yl)-2-cyanoacrylate FC(C=1C=C(CN2C=C(C=3C2=NC=CC3)/C=C(/C(=O)OCC(C)C)\C#N)C=C(C1)C(F)(F)F)(F)F